ethyl (2R)-2-(4-((5-(2-(2-(2-(4-(2-(2,6-dioxopiperidin-3-yl)-1,3-dioxoisoindolin-5-yl)piperazin-1-yl)ethoxy)ethoxy)ethoxy)pyridin-2-yl)oxy)phenoxy)propanoate O=C1NC(CCC1N1C(C2=CC=C(C=C2C1=O)N1CCN(CC1)CCOCCOCCOC=1C=CC(=NC1)OC1=CC=C(O[C@@H](C(=O)OCC)C)C=C1)=O)=O